tert-butyl (2R,5S)-4-(7-(3-chlorophenyl)-5-iodo-7H-pyrrolo[2,3-d]pyrimidin-4-yl)-2,5-dimethylpiperazine-1-carboxylate ClC=1C=C(C=CC1)N1C=C(C2=C1N=CN=C2N2C[C@H](N(C[C@@H]2C)C(=O)OC(C)(C)C)C)I